Cl.NC/C(/CN1N=CN(C1=O)C1=NC=C(C=C1C)C1=CC=C(C=C1)C1=NON=C1)=C\F 2-[(2E)-2-(aminomethyl)-3-fluoroprop-2-en-1-yl]-4-{3-methyl-5-[4-(1,2,5-oxadiazol-3-yl)phenyl]pyridin-2-yl}-2,4-dihydro-3H-1,2,4-triazol-3-one hydrochloride